N4,N4-Dibenzyl-6-chloro-N2-methyl-pyridine-2,3,4-triamine C(C1=CC=CC=C1)N(C1=C(C(=NC(=C1)Cl)NC)N)CC1=CC=CC=C1